N-(1'-(2-((1-methoxycyclobutyl)methoxy)-6-methylpyrimidin-4-yl)-1',2'-dihydrospiro[cyclopropane-1,3'-pyrrolo[3,2-c]pyridin]-6'-yl)acetamide COC1(CCC1)COC1=NC(=CC(=N1)N1CC2(C=3C=NC(=CC31)NC(C)=O)CC2)C